CC1=NOC(=C1)C1N(CCC1)C1=C(N)C=C(C=C1)C(F)(F)F 2-(2-(3-methylisoxazol-5-yl)pyrrolidin-1-yl)-5-(trifluoromethyl)aniline